C(#N)C1(CC1)NS(=O)(=O)C1=CC=C2C3=C(N(C2=C1)C=1SC(=NN1)C(F)F)N=CN=C3N3C[C@H](N([C@@H](C3)C)C(C(C)C)=O)C N-(1-Cyanocyclopropyl)-9-(5-(difluoromethyl)-1,3,4-thiadiazol-2-yl)-4-((3R,5R)-4-isobutyryl-3,5-dimethylpiperazin-1-yl)-9H-pyrimido[4,5-b]indole-7-sulfonamide